(3-fluoroquinolin-8-yl)pyridine-2,6-diamine FC=1C=NC2=C(C=CC=C2C1)C=1C(=NC(=CC1)N)N